1-(4-(9,10-di(naphthalene-2-yl)anthracen-2-yl)phenyl)-2-phenyl-1H-benzo[d]imidazole C1=C(C=CC2=CC=CC=C12)C=1C2=CC=CC=C2C(=C2C=CC(=CC12)C1=CC=C(C=C1)N1C(=NC2=C1C=CC=C2)C2=CC=CC=C2)C2=CC1=CC=CC=C1C=C2